O=C1N(C(C=C1)=O)CC(=O)N[C@@H](CCC(NC[C@@H]([C@H]([C@@H]([C@@H](CO)O)O)O)O)=O)C(=O)O N2-(2-(2,5-dioxo-2,5-dihydro-1H-pyrrol-1-yl)acetyl)-N5-((2S,3R,4R,5R)-2,3,4,5,6-pentahydroxyhexyl)-L-glutamine